(2S)-N-(4-fluorophenyl)-N-methylpyrrolidine-2-carboxamide FC1=CC=C(C=C1)N(C(=O)[C@H]1NCCC1)C